C1(=CC=C(C=C1)/C=C/CC)C1=CC=CC=C1 (E)-4-(1,1'-biphenyl-4-yl)-but-3-en